4,6-dichloro-N-(1-(fluoromethyl)cyclopropyl)-2-methylpyrimidine-5-carboxamide ClC1=NC(=NC(=C1C(=O)NC1(CC1)CF)Cl)C